C(C(=C)C)(=O)OCCCC butyl Methacrylat